3-(((3-chloro-1-(5-(2-chloro-4-isopropoxyphenyl)-1,2,4-oxadiazol-3-yl)-1H-indol-5-yl)methyl)amino)propionic acid ClC1=CN(C2=CC=C(C=C12)CNCCC(=O)O)C1=NOC(=N1)C1=C(C=C(C=C1)OC(C)C)Cl